C1(=CC=CC2=CC=CC=C12)[C@@H](C)N(C(OC(C)(C)C)=O)C[C@@H]1OC2=CC=CC=C2/C(/C1)=N/NS(=O)(=O)C1=CC=C(C)C=C1 tert-butyl ((R)-1-(naphthalen-1-yl)ethyl)(((R,E)-4-(2-tosylhydrazineylidene)chroman-2-yl)methyl)carbamate